BrC=1N=C(SC1)CBr 4-Bromo-2-(Bromomethyl)Thiazole